C(CC(O)(C(=O)[O-])CC(=O)[O-])(=O)OCCCCCCCCCCCCCCCCCCCC arachidyl citrate